C1(CCCCCCC1)C(NC(=O)C=1N(N=CC1)CC)C1=NC2=C(N1)C=CC(=C2F)C2=C(C=CC=C2)C(N(C)C)=O N-(cyclooctyl-{5-[2-(dimethylcarbamoyl)phenyl]-4-fluoro-1H-benzoimidazol-2-yl}-methyl)-2-ethylpyrazole-3-carboxamide